C(#N)C1=C2CC(CC2=CC=C1OCC1N(CC1)C(=O)OC(C)(C)C)C=O tert-Butyl 2-[(4-cyano-2-formyl-2,3-dihydro-1H-inden-5-yl)oxymethyl]azetidine-1-carboxylate